C(C)(C)(C)N1N=C(C=C1NC(OCC1=CC=CC=C1)=O)C1CC(CC1)=O benzyl N-[1-tert-butyl-3-(3-oxocyclopentyl)-1H-pyrazol-5-yl]carbamate